N1=C(C=CC=C1)N1CCN(CC1)CC1CCC2(CNC2)CC1 7-((4-(pyridin-2-yl)piperazin-1-yl)methyl)-2-azaspiro[3.5]nonane